COC(OC)C1=CC(=CC=C1)N (Dimethoxymethyl)-3-aminobenzene